6-(4-(5-((7-(Dimethylamino)-4-oxo-3,4-dihydrophthalazin-1-yl)methyl)-2-fluorobenzoyl)piperazin-1-yl)nicotinonitrile CN(C1=CC=C2C(NN=C(C2=C1)CC=1C=CC(=C(C(=O)N2CCN(CC2)C2=NC=C(C#N)C=C2)C1)F)=O)C